2-(5-amino-4-bromo-3-methyl-1H-pyrazol-1-yl)-5,6-dimethylpyrimidine NC1=C(C(=NN1C1=NC(=C(C=N1)C)C)C)Br